4-amino-1,5-naphthalenedisulfonic acid NC1=CC=C(C=2C=CC=C(C12)S(=O)(=O)O)S(=O)(=O)O